N1(CCC[C@H]2CCCC[C@H]12)C([C@@H](CC1=CN=CN1)N(CC1=C(C=C(C=C1)OC)OC)C1CC1)=O (2R)-1-[(4aR,8aS)-3,4,4a,5,6,7,8,8a-Octahydro-2H-quinolin-1-yl]-2-[cyclopropyl-[(2,4-dimethoxyphenyl)methyl]amino]-3-(1H-imidazol-5-yl)propan-1-one